C(C)OC(C(CNC(=O)C1=NC=C(C=C1O)C=1C=NN(C1)C1=CC=CC=C1)(C)C)=O 3-(3-Hydroxy-5-(1-phenyl-1H-pyrazol-4-yl)pyridinecarboxamido)-2,2-dimethylpropionic acid ethyl ester